C(CCCCCCCCCCCCC)(=O)OC(CO)COC(CCCCCCCCCCCCC)=O 2,3-dimyristoylglycerin